O1CCC(=CC1)C1=NN2C(N3C(=C(C2=O)N2CCNCC2)CC[C@@H]3C(=O)NC3=C(C=C(C=C3)C(F)(F)F)C)=N1 (R)-2-(3,6-dihydro-2H-pyran-4-yl)-N-(2-methyl-4-(trifluoromethyl)phenyl)-5-oxo-6-(piperazin-1-yl)-5,7,8,9-tetrahydropyrrolo[1,2-c][1,2,4]triazolo[1,5-a]pyrimidine-9-carboxamide